1-(tert-butyl) 2-methyl-4-(((trifluoromethyl)sulfonyl)oxy)-2,5-dihydro-1H-pyrrole-1,2-dicarboxylate CC1(N(CC(=C1)OS(=O)(=O)C(F)(F)F)C(=O)OC(C)(C)C)C(=O)[O-]